N(=C=O)C(C)(C)C1=CC=C(C=C1)OC(OC1=CC=C(C=C1)C(C)(C)N=C=O)=O bis(4-(1-isocyanato-1-methylethyl)phenyl)-carbonate